3-amino-1-hydroxy-naphthalen-6-sulfonic acid NC=1C=C(C2=CC=C(C=C2C1)S(=O)(=O)O)O